2-(3,6-diphenyl-9H-carbazol-9-yl)-4-(pyridin-2-yl)benzonitrile C1(=CC=CC=C1)C=1C=CC=2N(C3=CC=C(C=C3C2C1)C1=CC=CC=C1)C1=C(C#N)C=CC(=C1)C1=NC=CC=C1